OC1CN(C1)C(=O)O[C@@H]1CC[C@H](CC1)C(N(C1=NC=CC(=C1)C=1N=C(OC1)C1CC1)C[C@@H]1CC[C@H](CC1)C1=NC(=C(C=C1)OC)C#N)=O trans-4-(((trans-4-(6-Cyano-5-methoxypyridin-2-yl)cyclohexyl)methyl)(4-(2-cyclopropyloxazol-4-yl)pyridine-2-yl)carbamoyl)cyclohexyl 3-hydroxyazetidine-1-carboxylate